COC1=CC=C(C=C1)N1C(C2=C3C4=C(C=5C=CC=6C(N(C(C7=CC=C(C4=CC=C3C1=O)C5C67)=O)C6=CC=C(C=C6)OC)=O)C=C2)=O 7,18-bis(4-methoxyphenyl)-7,18-diazaheptacyclo[14.6.2.22,5.03,12.04,9.013,23.020,24]hexacosa-1(23),2,4,9,11,13,15,20(24),21,25-decaene-6,8,17,19-tetrone